Cl.COC1=CC=C(C=C1)NC1N(C(=NC(=N1)N)N1CCCC1)C1=CC=C(C=C1)C N-(4-Methoxyphenyl)-6-pyrrolidin-1-yl-N1-p-tolyl-[1,3,5]triazine-2,4-diamine hydrochloride